C(C)(C)(C)OC(N(C1=CC=CC=C1)C#CCC=C)=O N-(allyl)ethynyl-N-phenylcarbamic acid tert-butyl ester